FC1(OC2=C(O1)C=CC(=C2)C(=O)N2CC=1N([C@H](C2)C)C(=NC1)[C@@](C(F)(F)F)(C)O)F (2,2-difluorobenzo[d][1,3]dioxol-5-yl)((S)-5-methyl-3-((R)-1,1,1-trifluoro-2-hydroxypropan-2-yl)-5,6-dihydroimidazo[1,5-a]pyrazin-7(8H)-yl)methanone